methyl 3-(bromomethyl)-6-chloro-pyridine-2-carboxylate BrCC=1C(=NC(=CC1)Cl)C(=O)OC